NC1=CC=2C(C3=CC=CC=C3C2C=C1)(C)C 2-amino-(9,9-dimethylfluorene)